[Ar].N[C@@H](C(C)(O)C)C1=CC(=CC=C1)C(F)(F)F |r| (±)-1-amino-2-methyl-1-(3-(trifluoromethyl)phenyl)propan-2-ol argon